(S)-3-(((3-(4-cyanophenethyl)-1-(2-(pyridin-2-yl)propan-2-yl)pyrrolidin-3-yl)methyl)amino)oxetane-3-carbonitrile C(#N)C1=CC=C(CC[C@@]2(CN(CC2)C(C)(C)C2=NC=CC=C2)CNC2(COC2)C#N)C=C1